C(C1=CC=CC=C1)N(C1=C(C=CC(=N1)C(CCC)=O)NC(C)CC)C1CCCC1 1-[6-[benzyl-(cyclopentyl)amino]-5-(sec-butylamino)-2-pyridinyl]butan-1-one